OCC=NP(=O)OP(=O)O hydroxyethylidenediphosphonic acid, amide